FC(C(=O)[O-])(F)F.NCCCCC[N+](C)(CCCCCNC(C1=C(C=C(C=C1)NC=1C=2N(C=CN1)C(=CN2)C2=C(C(=C(C=C2)OC)F)F)CC)=O)CC(=O)O 5-Aminopentyl-(carboxymethyl)-[5-[[4-[[3-(2,3-difluoro-4-methoxy-phenyl)imidazo[1,2-a]pyrazin-8-yl]amino]-2-ethyl-benzoyl]amino]pentyl]-methyl-ammonium 2,2,2-trifluoroacetate